C(C)(C)(C)OC(=O)NCC=1NC2=C(C=C(C=C2C1)N1C=NC=C1)C(=O)O 2-((tert-butoxycarbonylamino)methyl)-5-(1H-imidazol-1-yl)-1H-indole-7-carboxylic acid